COC(\C=C\C=1C(=NC(=NC1)SC)NC(C)C1CC1)=O.C(C)(C)(C)N(C(C)(C)C)[SiH3] bis(tert-butyl)aminosilane methyl-(E)-3-[4-(1-cyclopropylethylamino)-2-methylsulfanyl-pyrimidin-5-yl]prop-2-enoate